4-Methyl-N-(thiazol-2-yl)-2-((4-(trifluoromethyl)phenyl)sulfonamido)benzamide CC1=CC(=C(C(=O)NC=2SC=CN2)C=C1)NS(=O)(=O)C1=CC=C(C=C1)C(F)(F)F